tert-butyl 4-oxo-2-(1-(5-phenylpyridin-3-yl)cyclopropyl)-3,5,7,8-tetrahydropyrido[4,3-d]pyrimidine-6(4H)-carboxylate O=C1C2=C(N=C(N1)C1(CC1)C=1C=NC=C(C1)C1=CC=CC=C1)CCN(C2)C(=O)OC(C)(C)C